O=C1N(CCC1)C=1C=C(C=CC1)NC(C1=CC=C(C=C1)NS(=O)(=O)C1=CC=CC=C1)=O N-(3-(2-oxopyrrolidin-1-yl)phenyl)-4-(phenylsulfonamido)benzamide